ClC1=CC=C2C=CNC2=C1OC1CC1 6-chloro-7-cyclopropyloxy-1H-indole